FC1=C(C(=CC=2CC(CCC12)OC)O)N1CC(NS1(=O)=O)=O 5-(1-fluoro-3-hydroxy-6-methoxy-5,6,7,8-tetrahydronaphthalen-2-yl)-1λ6,2,5-thiadiazolidine-1,1,3-trione